ClC=1C=C(C=CC1)C(C(OC(=O)N[C@H](C(=O)O)CC1CCCCC1)C1=CC=CC=C1)(F)F (2S)-2-(((2-(3-chlorophenyl)-2,2-difluoro-1-phenylethoxy)carbonyl)amino)-3-cyclohexyl-propanoic acid